C(C)OC(=O)C=1C=NN(C1)C1=NC=C(C(=N1)NC1=CC2=C(N(C(N2CCC(C)(C)O)=O)C)C=C1)Cl 1-(5-chloro-4-((3-(3-hydroxy-3-methylbutyl)-1-methyl-2-oxo-2,3-dihydro-1H-benzo[d]imidazol-5-yl)amino)pyrimidin-2-yl)-1H-pyrazole-4-carboxylic acid ethyl ester